CNC1=NC=NC(=N1)N N2-methyl-1,3,5-triazine-2,4-diamine